6-oxaspiro[4.5]decaneethylamine C1(CCCC12OCCCC2)CCN